2,5-dioxo-2,5-dihydro-1H-pyrrole-1-yl hexanoate C(CCCCC)(=O)ON1C(C=CC1=O)=O